(4-benzhydrylpiperazin-1-yl)-(5-bromo-3-pyridyl)methanone C(C1=CC=CC=C1)(C1=CC=CC=C1)N1CCN(CC1)C(=O)C=1C=NC=C(C1)Br